(R)-4-(2-ethoxyethyl)-8-(5-methylthiazol-2-yl)-3-oxo-N-(1-(2-(trifluoromethyl)pyrimidin-5-yl)ethyl)-3,4-dihydro-2H-benzo[b][1,4]oxazine-6-carboxamide C(C)OCCN1C2=C(OCC1=O)C(=CC(=C2)C(=O)N[C@H](C)C=2C=NC(=NC2)C(F)(F)F)C=2SC(=CN2)C